C(C)C1CCCC=2N1N=C(N2)C(=O)N[C@@H]2C(N(C=1N(CC2)N=CC1)C)=O 5-Ethyl-N-[(6S)-4-methyl-5-oxo-7,8-dihydro-6H-pyrazolo[1,5-a][1,3]diazepin-6-yl]-5,6,7,8-tetrahydro-[1,2,4]triazolo[1,5-a]pyridin-2-carboxamid